BrC1=C(C=CC(=C1)OC)S(=O)(=O)Cl 2-bromo-4-methoxybenzenesulfonyl chloride